1,3-bis(1-butynyloxy)-2-propanol dichlorophosphite P(Cl)(Cl)OC(COC#CCC)COC#CCC